methyl (1R,5R)-3-(2-(chloromethyl)allyl)-2-azabicyclo[3.1.0]hexane-3-carboxylate ClCC(CC1(N[C@@H]2C[C@@H]2C1)C(=O)OC)=C